(3-((4-((4-amino-2-butyl-1H-imidazo[4,5-c]quinolin-1-yl) methyl) phenyl) amino)-3-oxopropyl) carbamate C(N)(OCCC(=O)NC1=CC=C(C=C1)CN1C(=NC=2C(=NC=3C=CC=CC3C21)N)CCCC)=O